BrC1=C2C(CC3(OCCO3)C2=C(C=C1)SC(F)(F)F)=O 4-bromo-7-((trifluoromethyl)thio)spiro[indene-1,2'-[1,3]dioxolan]-3(2H)-one